N1N=CC2=CC=C(C=C12)C1=NC2=C(N1)C=C(C=C2)C(=O)NC 2-(1H-indazol-6-yl)-N-methyl-1H-benzo[d]imidazole-6-carboxamide